C(#CC)C(C1=CC=CC=C1)S(=O)(=O)O propynyltoluenesulfonic acid